C(C)(C)(C)OC(=O)N(C(OC(C)(C)C)=O)C(C)C=1C(N(N=CC1Cl)CC(=O)NC1=CC(=C(C=C1)C)S(N(C)C)(=O)=O)=O tert-butyl N-tert-butoxycarbonyl-N-[1-[5-chloro-2-[2-[3-(dimethylsulfamoyl)-4-methyl-anilino]-2-oxo-ethyl]-3-oxo-pyridazin-4-yl]ethyl]carbamate